N-(Iodoacetaminoethyl)-1-naphthylamine IC(CNC1=CC=CC2=CC=CC=C12)NC(=O)C